C5-methyl-cytidine CC=1C(=NC(N([C@H]2[C@H](O)[C@H](O)[C@@H](CO)O2)C1)=O)N